SCCCCCCCCCCCC 12-mercaptododecane